6,8-dibromochroman BrC=1C=C2CCCOC2=C(C1)Br